4-(pyrrol-1-ylmethyl)benzamide N1(C=CC=C1)CC1=CC=C(C(=O)N)C=C1